2-bromo-5-(2-(tert-butylamino)-2-oxoacetyl)-N-(3-cyano-4-fluorophenyl)-1,4-dimethyl-1H-pyrrole-3-carboxamide BrC=1N(C(=C(C1C(=O)NC1=CC(=C(C=C1)F)C#N)C)C(C(=O)NC(C)(C)C)=O)C